NC=1C(=NC=C(N1)C)C(=O)C12CC(C1)(C2)C(F)(F)F (3-amino-5-methylpyrazin-2-yl)(3-(trifluoromethyl)bicyclo[1.1.1]pentan-1-yl)methanone